COC(C(CCC1=CC=C(C=C1)OC1=C(C(=CC=C1)Br)C)(C)C)=O.C(=O)(O)C=1C=C(C=CC1C(=O)O)C1(C2=CC=CC=C2C=2C=CC=CC12)C1=CC(=C(C=C1)C(=O)O)C(=O)O 9,9-bis(3,4-dicarboxyphenyl)fluorene methyl-4-[4-(3-bromo-2-methyl-phenoxy)phenyl]-2,2-dimethyl-butanoate